FC1=C(C=C2C=CN(C(C2=C1)=O)CCC[C@H](C(=O)O)NC=1C=NN(C(C1C(F)(F)F)=O)COCC[Si](C)(C)C)C1=NC=C(C=N1)C(F)(F)F (2R)-5-[7-fluoro-1-oxo-6-[5-(trifluoromethyl)pyrimidin-2-yl]-2-isoquinolyl]-2-[[6-oxo-5-(trifluoromethyl)-1-(2-trimethylsilylethoxymethyl)pyridazin-4-yl]amino]pentanoic acid